ethyl 5-(4-chlorophenyl)-2-(3,4-dichlorophenyl)-1-ethyl-4-oxo-6-[[3-(trifluoromethyl)pyrazol-1-yl]methyl]pyridine-3-carboxylate ClC1=CC=C(C=C1)C=1C(C(=C(N(C1CN1N=C(C=C1)C(F)(F)F)CC)C1=CC(=C(C=C1)Cl)Cl)C(=O)OCC)=O